COC=1C=CC=C2[C@@H](CCN(C12)C(C=C)=O)N1C(N(C2=NC(=NC=C2C1)NC1=CC=C(C=C1)N1CCN(CC1)C)C)=O |o1:7| 3-[rel-(4R)-8-methoxy-1-prop-2-enoyl-3,4-dihydro-2H-quinolin-4-yl]-1-methyl-7-[4-(4-methylpiperazin-1-yl)anilino]-4H-pyrimido[4,5-d]pyrimidin-2-one